ClC1=CC=C(C=C1)C=1C(=CC=CC1)C(=O)O 4'-chloro[1,1'-biphenyl]-2-carboxylic acid